(3,3-Diethylpyrrolidin-1-yl)-2-(2,4-Dimethoxypyrimidin-5-yl)pyrazolo[3,4-d]pyrimidine C(C)C1(CN(CC1)C=1N(N=C2N=CN=CC21)C=2C(=NC(=NC2)OC)OC)CC